Ethylendiamin-Tetraacetat C(CN(CC(=O)[O-])CC(=O)[O-])N(CC(=O)[O-])CC(=O)[O-]